F[P-](F)(F)(F)(F)F.C1(=CC=CC=C1)SC1=CC=C(C=C1)[PH+](C1=CC=CC=C1)C1=CC=CC=C1 4-(phenylmercapto)phenyl-diphenyl-phosphonium hexafluorophosphate